O1CCOC12CCC(CC2)NC=2C=C1C(=CN2)OC(=C1)C#N 5-((1,4-dioxaspiro[4.5]decan-8-yl)amino)furo[2,3-c]pyridine-2-carbonitrile